tin butylhydroxide C(CCC)O.[Sn]